C(C#C)OC1=CC=C(C=C1)C1=CC2=C(N=C(S2)N2C([C@H]3[C@H]4C=C[C@@H]([C@H]3C2=O)C4)=O)C=C1 (1R,2S,6R,7S)-4-[6-(4-prop-2-ynyloxyphenyl)-1,3-benzothiazol-2-yl]-4-azatricyclo[5.2.1.02,6]dec-8-en-3,5-dione